cis-2-[4-(cyclopentylamino)phenyl]-N-[4-methyl-3-(trifluoromethyl)-phenyl]-2,3,4,4a,5,6,7,7a-octahydro-1H-cyclopenta[b]pyridine-3-carboxamide C1(CCCC1)NC1=CC=C(C=C1)C1C(CC2C(N1)CCC2)C(=O)NC2=CC(=C(C=C2)C)C(F)(F)F